2-phenyl-5-(2-thienyl)pyrido[3,4-b]pyrazine C1(=CC=CC=C1)C=1N=C2C(=NC1)C(=NC=C2)C=2SC=CC2